Ethyl-5-(1-methyl-1,2,3,4-tetrahydroquinolin-8-yl)pyridin-2-amine C(C)C=1C(=NC=C(C1)C=1C=CC=C2CCCN(C12)C)N